O=C1NC(CCC1N1C(N(C2=C1C=CC=C2C2CN(CCC2)CC2CCN(CC2)C(=O)OC(C)(C)C)C)=O)=O tert-butyl 4-({3-[1-(2,6-dioxopiperidin-3-yl)-3-methyl-2-oxo-1,3-benzodiazol-4-yl]piperidin-1-yl}methyl)piperidine-1-carboxylate